BrC1=CC=2C3(C4=CC(=CC=C4C2C=C1)P(C1=CC=CC=C1)C1=CC=CC=C1)C1=CC=CC=C1C=1C=CC=CC13 (2-bromo-9,9'-spirobifluorene-7-yl)diphenylphosphine